5-amino-7-bromo-8-fluoro-3-methyl-3,4-dihydroquinoxalin-2(1H)-one NC1=C2NC(C(NC2=C(C(=C1)Br)F)=O)C